Phenylacetaldehyde-Dimethylacetal COC(CC1=CC=CC=C1)OC